FC(C1=C(C=C(C=N1)NC(=O)C(=O)N(C)C)C)F N-[6-(difluoromethyl)-5-methyl-3-pyridyl]-N',N'-dimethyl-oxamide